C(C)(C)(C)OC(=O)N1C(CC(CC1)C(F)(F)F)C1=NC=CC=C1C1OCCO1 (3-(1,3-Dioxolan-2-yl)pyridin-2-yl)-4-(trifluoromethyl)piperidine-1-carboxylic acid tert-butyl ester